ClCC=1N(C=CN1)COCC[Si](C)(C)C 2-(chloromethyl)-1-((2-(trimethylsilyl)ethoxy)methyl)-1H-imidazole